tert-Butyl (2S,4R)-2-((6-acetylpyridin-2-yl)carbamoyl)-4-fluoropyrrolidine-1-carboxylate C(C)(=O)C1=CC=CC(=N1)NC(=O)[C@H]1N(C[C@@H](C1)F)C(=O)OC(C)(C)C